2-METHYL-5-NITRO-1H-INDOLE-3-CARBALDEHYDE CC=1NC2=CC=C(C=C2C1C=O)[N+](=O)[O-]